2-methyl-2-fluoropropanamide CC(C(=O)N)(C)F